(2S,4R)-4-(2-(isoquinolin-7-ylamino)-2-oxoethyl)-1-(2-methylbenzofuro[3,2-d]pyrimidin-4-yl)pyrrolidine-2-carboxylic acid C1=NC=CC2=CC=C(C=C12)NC(C[C@H]1C[C@H](N(C1)C=1C2=C(N=C(N1)C)C1=C(O2)C=CC=C1)C(=O)O)=O